C1(=CC=CC=C1)SC1=CC=C(C=C1)S(=O)(=O)OC1CS(C=C1)(=O)=O 1,1-dioxido-2,3-dihydrothiophen-3-yl 4-(phenylthio)benzenesulfonate